1-(2-cyanoethyl)-2-undecylimidazole gallate C(C1=CC(O)=C(O)C(O)=C1)(=O)O.C(#N)CCN1C(=NC=C1)CCCCCCCCCCC